ClC1=C(C=C(C=C1F)C=1NC(C=2N(C1)N=C(C2C2CC2)C(=O)OCC)=O)F ethyl 6-(4-chloro-3,5-difluorophenyl)-3-cyclopropyl-4-oxo-4,5-dihydropyrazolo[1,5-a]-pyrazine-2-carboxylate